3-(3-(2-methoxyphenyl)-4-thiazolinonyl)-N-(4-(thiophen-2-yl)butyl)benzamide COC1=C(C=CC=C1)N1C(SC=C1C=1C=C(C(=O)NCCCCC=2SC=CC2)C=CC1)=O